C(CCC)OC(=O)N1CCN(CC1)C(C1=C(C=C(C=C1)NC=1NC(N(C1C=1C(=NC(=C(C1)F)N(C)C)F)C)=O)Cl)=O.CN1C(=NC=C1)C(=O)N 1-methyl-imidazole-2-carboxamide butyl-4-[2-chloro-4-[[5-[6-(dimethylamino)-2,5-difluoro-3-pyridyl]-1-methyl-imidazole-2-onyl]amino]benzoyl]piperazine-1-carboxylate